2-{[1-(tert-butoxycarbonyl)piperidin-4-yl]methyl}-4-methyl-8-(trifluoromethyl)-4,5-dihydro-2H-furo[2,3-g]indazole-7-carboxylate C(C)(C)(C)OC(=O)N1CCC(CC1)CN1N=C2C3=C(CC(C2=C1)C)OC(=C3C(F)(F)F)C(=O)[O-]